[Ag+].[Cu+2].[Ni+2].[Cu+2].CC1CC(CC2C1O2)CC(=O)[O-].CC2CC(CC1C2O1)CC(=O)[O-].CC1CC(CC2C1O2)CC(=O)[O-].CC2CC(CC1C2O1)CC(=O)[O-].CC1CC(CC2C1O2)CC(=O)[O-].CC2CC(CC1C2O1)CC(=O)[O-].CC1CC(CC2C1O2)CC(=O)[O-] 4-epoxy-6-methylcyclohexylmethyl-carboxylate copper-nickel-copper-silver